FC(OC1=CC=CC2=C1N=C(O2)N)F (difluoromethoxy)-1,3-benzoxazol-2-amin